FC=1C(=NC(=CC1)C=1N=NN(N1)CC1=C(C=CC(=C1)OC(F)(F)F)F)C(CS(=O)(=O)N)(C)O 2-(3-fluoro-6-(2-(2-fluoro-5-(trifluoromethoxy)benzyl)-2H-tetrazol-5-yl)pyridin-2-yl)-2-hydroxypropane-1-sulfonamide